tert-butyl 4-(5-(benzyloxy)-2-methyl-2H-indazole-3-carboxamido)-3,3-difluoropyrrolidine-1-carboxylate C(C1=CC=CC=C1)OC1=CC2=C(N(N=C2C=C1)C)C(=O)NC1C(CN(C1)C(=O)OC(C)(C)C)(F)F